5-CHLORO-1-CYCLOPENTYL-3-CYCLOPROPYL-1H-PYRAZOLE-4-CARBALDEHYDE ClC1=C(C(=NN1C1CCCC1)C1CC1)C=O